(+)-trans-6-[4-[5-Chloro-1-(2-hydroxyethyl)indol-3-yl]piperidine-1-carbonyl]-4,4a,5,7,8,8a-hexahydropyrido[4,3-b][1,4]oxazin-3-one ClC=1C=C2C(=CN(C2=CC1)CCO)C1CCN(CC1)C(=O)N1C[C@@H]2[C@H](OCC(N2)=O)CC1